COC=1C=C2C(=CC=NC2=CC1OC)N1CCC(CC1)CCO 2-(1-(6,7-dimethoxyquinolin-4-yl)piperidin-4-yl)ethan-1-ol